7-methyl-8,14-dioxa-4,5,10,19,20-pentaazatetracyclo[13.5.2.12,6.018,21]tricosa-1(20),2(23),3,15(22),16,18(21)-hexaen-9-one CC1C2NN=CC(C3=NNC=4C=CC(OCCCNC(O1)=O)=CC34)=C2